C(=O)(OC(C)(C)C)N[C@@H](CC1=CC(=C(C(=C1)I)OC1=CC(=C(C=C1)O)I)I)C(=O)O Boc-3,5,3'-triiodo-L-thyronine